(2R)-1-{5-[3-(difluoromethoxy)benzenesulfonyl]-1H,2H,3H,4H,5H,6H-pyrrolo[3,4-c]pyrrol-2-yl}-2-hydroxy-2-phenylethan-1-one FC(OC=1C=C(C=CC1)S(=O)(=O)N1CC2=C(C1)CN(C2)C([C@@H](C2=CC=CC=C2)O)=O)F